nickel cobalt manganese manganese [Mn].[Mn].[Co].[Ni]